ClC1=C(C=C2CCC(C2=C1)NC)C=1SN=C2C1N=CN(C2=O)CC2(CCN(CC2)C(CC(C(F)F)N2N=C(C=C2)Cl)=O)O 3-(6-chloro-1-(methylamino)-2,3-dihydro-1H-inden-5-yl)-6-((1-(3-(3-chloro-1H-pyrazol-1-yl)-4,4-difluorobutyryl)-4-hydroxypiperidin-4-yl)methyl)isothiazolo[4,3-d]pyrimidin-7(6H)-one